6-(6-cyclopropyl-7-(methoxy-d3)imidazo[1,2-b]pyridazin-3-yl)-3,5-difluoro-N-((3S,4S)-4-fluoropiperidin-3-yl)pyridin-2-amine C1(CC1)C=1C(=CC=2N(N1)C(=CN2)C2=C(C=C(C(=N2)N[C@H]2CNCC[C@@H]2F)F)F)OC([2H])([2H])[2H]